3,3-difluoro-5-(hydroxymethyl)piperidine-1-carboxylic acid tert-butyl ester C(C)(C)(C)OC(=O)N1CC(CC(C1)CO)(F)F